N-[3-[2-methyl-6-(1-methylpyrazol-4-yl)-1-oxoisoquinolin-4-yl]phenyl]methane-sulfonamide CN1C(C2=CC=C(C=C2C(=C1)C=1C=C(C=CC1)NS(=O)(=O)C)C=1C=NN(C1)C)=O